C1(CC1)N(C1CCN(CC1)C1=CC(=C(NC2=CC(=NC=N2)CNC(=O)N(C(OC(C)(C)C)=O)C2=C(C(=CC(=C2Cl)OC)OC)Cl)C=C1)[N+](=O)[O-])C tert-butyl N-[[6-[4-[4-[cyclopropyl(methyl)amino]-1-piperidyl]-2-nitroanilino]pyrimidin-4-yl]methylcarbamoyl]-N-(2,6-dichloro-3,5-dimethoxy-phenyl)carbamate